C(C)(=O)N1CCC2=CC(=CC=C12)NC1=CC=CC(=N1)S(=O)(=O)NC(=O)C=1C(=NC=CC1)N1C(CC(C1)C)(C)C N-[[6-[(1-Acetylindolin-5-yl)amino]-2-pyridyl]sulfonyl]-2-(2,2,4-trimethylpyrrolidin-1-yl)pyridin-3-carboxamid